(imino(pyridin-2-yl)methyl)-2-(7-methyl-3-oxo-2H-benzo[b][1,4]thiazin-4(3H)-yl)acetohydrazide N=C(C1=NC=CC=C1)C(C(=O)NN)N1C2=C(SCC1=O)C=C(C=C2)C